3-[2-(butoxymethyl)-3-(3-sulfanylpropoxy)-2-(3-sulfanylpropoxymethyl)propoxy]propane-1-thiol C(CCC)OCC(COCCCS)(COCCCS)COCCCS